S([O-])(O)=O.[Cs+] caesium bisulfite